FC=1C=C(C(=NC1)C1(C=C(C(C(C1)(C)C)=O)C#N)OC)C=1C(=NN(C1C)C)C 3-[5-fluoro-3-(1,3,5-trimethylpyrazol-4-yl)-2-pyridyl]-3-methoxy-5,5-dimethyl-6-oxo-cyclohexene-1-carbonitrile